[Cl-].[NH4+].C(CCCCCCC\C=C/CCCCCCCC)(=O)C(C(C)(C)C)(C)C(CCCCCCC\C=C/CCCCCCCC)=O dioleoyl-trimethyl-propane ammonium chloride